FC1=C(C=C2C(=CN(C(C2=C1)=O)C[C@H]1C[C@H](CCC1)NC=1C=NNC(C1C(F)(F)F)=O)C)C1=NC=C(C=N1)C(F)(F)F 7-fluoro-4-methyl-2-(((1R,3S)-3-((6-oxo-5-(trifluoromethyl)-1,6-dihydropyridazin-4-yl)amino)cyclohexyl)methyl)-6-(5-(trifluoromethyl)pyrimidin-2-yl)isoquinolin-1(2H)-one